2,6-di-tert-butyl-4-(hydroxymethyl)phenol C(C)(C)(C)C1=C(C(=CC(=C1)CO)C(C)(C)C)O